N[C@@H]1[C@@H](OCC12CCN(CC2)C2=C(N=C1C(=N2)N(N=C1C1=C(C2=C(N(N=C2C=C1)C)Cl)Cl)COCC[Si](C)(C)C)CO)C {6-[(3S,4S)-4-amino-3-methyl-2-oxa-8-azaspiro[4.5]dec-8-yl]-3-(3,4-dichloro-2-methyl-2H-indazol-5-yl)-1-{[2-(trimethylsilyl)ethoxy]methyl}-1H-pyrazolo[3,4-b]pyrazin-5-yl}methanol